(R)-2-(5-(3-((2-chloro-5-((1-(2,2-difluoroethyl)-1H-pyrazol-4-yl)ethynyl)pyridin-4-yl)amino)butoxy)-1-methyl-1H-pyrazol-4-yl)pyrimidin-4-amine ClC1=NC=C(C(=C1)N[C@@H](CCOC1=C(C=NN1C)C1=NC=CC(=N1)N)C)C#CC=1C=NN(C1)CC(F)F